2-butyl-1-decyl phosphate dibutylethanolamine salt C(CCC)N(CCO)CCCC.P(=O)(OCC(CCCCCCCC)CCCC)(O)O